N-(1-Acryloylazetidin-3-yl)-2-(((4-chloro-2-hydroxy-5-(pentafluoro-λ6-sulfaneyl)phenyl)amino)methyl)-1-methyl-1H-imidazole-5-carboxamide C(C=C)(=O)N1CC(C1)NC(=O)C1=CN=C(N1C)CNC1=C(C=C(C(=C1)S(F)(F)(F)(F)F)Cl)O